ClC=1C=C2C(N(C1)C(C(=O)O)(C)C)=NC=C2 2-(5-chloro-7H-pyrrolo[2,3-b]pyridin-7-yl)-2-methylpropanoic acid